BrC(C)C=1C=C(C=C2C(C(=C(OC12)N1CCC(CC1)(C)C)C)=O)C 8-(1-bromoethyl)-2-(4,4-dimethyl-1-piperidinyl)-3,6-dimethyl-chromen-4-one